FC=1C(=CC2=C(C(N3[C@@H](CO2)C[C@H](C3)O)=O)C1OC(C)C)C (2R,11aR)-7-fluoro-2-hydroxy-6-isopropoxy-8-methyl-2,3,11,11a-tetrahydro-1H,5H-benzo[f]pyrrolo[2,1-c][1,4]oxazepine-5-one